4-{[1-(5-{2-[(dimethylamino)methyl]phenyl}thiophen-2-yl)ethyl]amino}-2-methylpyrido[3,4-d]pyrimidin CN(C)CC1=C(C=CC=C1)C1=CC=C(S1)C(C)NC=1C2=C(N=C(N1)C)C=NC=C2